5-chloro-2-(4-pyridyl)-1,3-benzothiazole ClC=1C=CC2=C(N=C(S2)C2=CC=NC=C2)C1